tert-butyl 4-(3-(6-chloro-[1,2,4]triazolo[4,3-b]pyridazin-3-yl)propanamido)azepane-1-carboxylate ClC=1C=CC=2N(N1)C(=NN2)CCC(=O)NC2CCN(CCC2)C(=O)OC(C)(C)C